CN(C1=CC=C(C=N1)C1=CC=C(C=C1)C=1SC2=C(N1)C=CC(=C2)N(C(OC(C)(C)C)=O)CCOCCOCCOCCOCCOCCI)C tert-butyl N-[2-[4-[6-(dimethylamino)pyridin-3-yl]phenyl]-1,3-benzo-thiazol-6-yl]-N-[2-[2-[2-[2-[2-(2-iodoethoxy)ethoxy]ethoxy]ethoxy]ethoxy]ethyl]carbamate